1-dodecene-1,2-13C2 [13CH2]=[13CH]CCCCCCCCCC